C1(O)=C(O)C(O)=CC=C1.[Li] lithium pyrogallol